NC1=CC(=C(OC2=C3C(=NC=C2)NC(C3)=O)C=C1)F 4-(4-amino-2-fluoro-phenoxy)-1,3-dihydropyrrolo[2,3-b]pyridin-2-one